(R)-2-(3-aminobutyl)isoindoline-1,3-dione N[C@@H](CCN1C(C2=CC=CC=C2C1=O)=O)C